(R)-3-(benzyloxy)-1-(2-(3,4-dichlorophenyl)-2-hydroxyethyl)-2-methylpyridin-4(1H)-one C(C1=CC=CC=C1)OC1=C(N(C=CC1=O)C[C@H](O)C1=CC(=C(C=C1)Cl)Cl)C